(E)-3-(4-((7-fluoro-3-(4-hydroxyphenethyl)-2,4-dioxo-3,4-dihydroquinazolin-1(2H)-yl)methyl)phenyl)-N-hydroxyacrylamide FC1=CC=C2C(N(C(N(C2=C1)CC1=CC=C(C=C1)/C=C/C(=O)NO)=O)CCC1=CC=C(C=C1)O)=O